NC1=C2C(=NC=N1)N(N=C2C2=CC(=C(C=C2)NC(=O)NC2=CC(=NO2)C(C)(C)C)F)C2CCC(CC2)O 1-(4-(4-amino-1-(4-hydroxycyclohexyl)-1H-pyrazolo[3,4-d]pyrimidin-3-yl)-2-fluorophenyl)-3-(3-(tert-butyl)isoxazol-5-yl)urea